N1CC(C1)NC=1C=CC(=C(C(=O)N[C@H](C)C2=CC(=CC=C2)C=2SC(=CC2)CN[C@@H]2C[C@H](CC2)O)C1)C 5-(azetidin-3-ylamino)-N-((R)-1-(3-(5-((((1S,3S)-3-hydroxycyclopentyl)amino)methyl)thiophen-2-yl)phenyl)ethyl)-2-methylbenzamide